OC1(CCC=2C1=NC=CC2)C#CC=2C1=C(C(N(C2)C)=O)NC(=C1C(=O)OCC)C ethyl 4-[2-(7-hydroxy-5,6-dihydrocyclopenta[b]pyridin-7-yl)ethynyl]-2,6-dimethyl-7-oxo-1H-pyrrolo[2,3-c]pyridine-3-carboxylate